1-(propane-2-yl)-5-propoxy-1H-pyrazol-3-amine CC(C)N1N=C(C=C1OCCC)N